Tert-butyl 12-((2-(2,6-dioxopiperidin-3-yl)-1,3-dioxoisoindolin-5-yl)amino)dodecanoate O=C1NC(CCC1N1C(C2=CC=C(C=C2C1=O)NCCCCCCCCCCCC(=O)OC(C)(C)C)=O)=O